COC1=C(C=C(C=C1)C1=NC=CC=C1)OCCC (4-methoxy-3-propoxyphenyl)pyridine